NC1=CC(N(C2=CC(=CC=C12)C(F)F)C1=C2C=CN=C(C2=CC=C1)Cl)=O 4-amino-1-(1-chloroisoquinolin-5-yl)-7-(difluoromethyl)-2-oxo-1,2-dihydroquinoline